NC1=NC(=C2N=CN(C2=N1)[C@H]1[C@H]([C@@H]2O[P@@](OC[C@H]2O1)(=O)OCC[C@H](C(=O)OC(C)C)C)O)OC Isopropyl (R)-4-(((2S,4aR,6R,7S,7aS)-6-(2-amino-6-methoxy-9H-purin-9-yl)-7-hydroxy-2-oxidotetrahydro-4H-furo[3,2-d][1,3,2]dioxaphosphinin-2-yl)oxy)-2-methylbutanoate